N-(methylthio)cyclopropylamine CSNC1CC1